3-methyl-5-(tetramethyl-1,3,2-dioxaborolan-2-yl)-1H-indazole CC1=NNC2=CC=C(C=C12)B1OC(C(O1)(C)C)(C)C